O=S1(CCC(CC1)OC=1C=C(C(=O)N[C@H](C)C=2C=NC(=NC2)C(F)(F)F)C=C(C1)C=1SC(=CN1)C)=O 3-[(1,1-dioxotetrahydro-2H-thiopyran-4-yl)oxy]-5-(5-methyl-1,3-thiazol-2-yl)-N-{(1R)-1-[2-(trifluoromethyl)pyrimidin-5-yl]ethyl}benzamide